BrC1=CC=C(C=C1)[C@@H](C(F)(F)F)N(C(=O)C1CCS(CC1)(=O)=NC)C (R)-N-[(1S)-1-(4-bromophenyl)-2,2,2-trifluoro-ethyl]-N-methyl-1-methylimino-1-oxo-thiane-4-carboxamide